C[C@H]1N(CC(C1C(=O)OC)=O)C(=O)OCC1=CC=CC=C1 1-benzyl 3-methyl (2R)-2-methyl-4-oxopyrrolidine-1,3-dicarboxylate